5-(2,4-dimethoxy-3-methylphenyl)-1,3-cyclohexanedione COC1=C(C=CC(=C1C)OC)C1CC(CC(C1)=O)=O